ClC1=CC=C(C=C1)/C(=C/C=O)/C#CC(C#CC1=CC=CC=C1)(C1=CC=CC=C1)O (Z)-3-(4-chlorophenyl)-6-hydroxy-6,8-diphenyloctan-2-en-4,7-diyne-1-al